C=CCC trans-Buten